C1(CC1)[C@H](C1=CC=2N(N=C1)C=C(N2)[C@H](C2CCC(CC2)(F)F)NC(OC(C)(C)C)=O)N2C(N[C@@H](C2)C(C)C)=O tert-Butyl ((S)-(7-((R)-cyclopropyl((R)-4-isopropyl-2-oxoimidazolidin-1-yl)methyl)imidazo[1,2-b]pyridazin-2-yl)(4,4-difluorocyclohexyl)methyl)carbamate